C(C)OC([C@@H](O)C=1C=C2C(=NC1)N(N=C2)C2=CC(=CC=C2)C2=NN=CN2)(C)C (1S)-2-ethoxy-2-methyl-1-[1-[3-(4H-1,2,4-triazol-3-yl)phenyl]pyrazolo[3,4-b]pyridin-5-yl]propan-1-ol